C(CCCCCCCCCCC)(=O)O.C(CCCCCCCCCCC)(=O)O.O=C1C(O)=C(O)[C@H](O1)[C@@H](O)CO ascorbic acid dilaurate